ClC1=C(C=CC=2C(N3[C@@H](CN(C21)C)CN(CC3)C(C=C)=O)=O)C3=C2C=NNC2=CC=C3C (12aS)-10-chloro-11-methyl-9-(5-methyl-1H-indazol-4-yl)-2-(prop-2-enoyl)-1,3,4,11,12,12a-hexahydropyrazino[2,1-c][1,4]benzodiazepine-6(2H)-one